ClC1=C(C=C2C=C(N=CC2=C1)NC(=O)[C@H]1[C@H]([C@@H]1C1=NN(C=C1)C)CC)N1CCN(CC1)[C@@]1(COC[C@@H]1O)C (1S,2S,3S)-N-[7-chloro-6-[4-((3R,4R)-4-hydroxy-3-methyl-tetrahydrofuran-3-yl)piperazin-1-yl]-3-isoquinolinyl]-2-ethyl-3-(1-methylpyrazol-3-yl)cyclopropanecarboxamide